FC1C(=C(CC(C1)(C)C)C1=CC=CC=C1)C=O fluoro-5,5-dimethyl-3,4,5,6-tetrahydro-[1,1'-biphenyl]-2-Formaldehyde